ClC1=NC(=CC(=C1)C=1C(=NN2C1N=C(C=C2)NC(=NC#N)NC(C)C)C2=CC(=CC=C2)C#N)C 1-[3-(2-chloro-6-methyl-4-pyridinyl)-2-(3-cyanophenyl)pyrazolo[1,5-a]pyrimidin-5-yl]-2-cyano-3-isopropyl-guanidine